C(OCC(C)C)(OC=1C(=NC=CC1OC)C(N[C@@H](CC(C)C)C1=NOC(=N1)C1=CC=C(C=C1)OC)=O)=O (S)-isobutyl (4-methoxy-2-((1-(5-(4-methoxyphenyl)-1,2,4-oxadiazol-3-yl)-3-methylbutyl)carbamoyl)pyridin-3-yl) carbonate